5-[[trans-3-[3,5-bis(trifluoromethyl)phenyl]-2,2-dichloro-cyclopropanecarbonyl]amino]-2-chloro-N-[3-[(2,2-difluoroacetyl)amino]-2,4-difluoro-phenyl]benzamide FC(C=1C=C(C=C(C1)C(F)(F)F)[C@@H]1C([C@H]1C(=O)NC=1C=CC(=C(C(=O)NC2=C(C(=C(C=C2)F)NC(C(F)F)=O)F)C1)Cl)(Cl)Cl)(F)F